ClC=1C=C(C=CC1Cl)C=1N=C(SC1CC(C)C)C=1C=C(C(=O)O)C=CC1 3-(4-(3,4-dichlorophenyl)-5-isobutylthiazol-2-yl)benzoic acid